BrC=1C=C2C(=NC=NC2=C(C1)Br)NC(C)C=1N(N=CN1)C1=NC=CC=N1 6,8-dibromo-N-[1-(2-pyrimidin-2-yl-1,2,4-triazol-3-yl)ethyl]quinazolin-4-amine